3,3'-(pyridine-2,6-diyl)diphenol N1=C(C=CC=C1C=1C=C(C=CC1)O)C=1C=C(C=CC1)O